5-(6-(azetidin-1-yl)pyridin-3-yl)-2-(2,6-dimethylpyridin-4-yl)-3-isopropyl-1H-indole N1(CCC1)C1=CC=C(C=N1)C=1C=C2C(=C(NC2=CC1)C1=CC(=NC(=C1)C)C)C(C)C